COC1=CC=C(C=N1)C(CC(=O)O)C1CC2(CN(C2)CCC2=NC=3NCCCC3C=C2)C1 3-(6-methoxypyridin-3-yl)-3-(2-(2-(5,6,7,8-tetrahydro-1,8-naphthyridin-2-yl)ethyl)-2-azaspiro[3.3]hept-6-yl)propionic acid